5-(2-(1-adamantyl)-2-propoxycarbonylmethyloxycarbonyl)-7-oxo-bicyclo[2.2.1]Hept-2-ene C12(CC3CC(CC(C1)C3)C2)C(C)(C)OC(=O)COC(=O)C2C3C=CC(C2)C3=O